5-ethyl-2-(5-((4-(2-hydroxyethyl)piperazin-1-yl)sulfonyl)-2-propoxyphenyl)-7-propyl-3,5-dihydro-4H-pyrrolo[3,2-d]pyrimidin-4-one dihydrochloride Cl.Cl.C(C)N1C=C(C=2N=C(NC(C21)=O)C2=C(C=CC(=C2)S(=O)(=O)N2CCN(CC2)CCO)OCCC)CCC